2,2-difluorobenzo[d][1,3]dioxole-4-carboxamide FC1(OC2=C(O1)C=CC=C2C(=O)N)F